(S)-3-(1-aminoethyl)-5-fluorobenzonitrile hydrochloride Cl.N[C@@H](C)C=1C=C(C#N)C=C(C1)F